N-benzyl-2,2-dimethoxy-ethanamine C(C1=CC=CC=C1)NCC(OC)OC